2-{3-[2-(5-chloropyridin-3-yl)-4-methyl-1,3-thiazol-5-yl]-6-oxopyridazin-1-yl}-N-ethylacetamide ClC=1C=C(C=NC1)C=1SC(=C(N1)C)C1=NN(C(C=C1)=O)CC(=O)NCC